5-chloro-4-(5-methyl-1-(benzenesulfonyl)-1H-pyrazol-3-yl)-N-(1-(4-nitrobenzyl)-1H-pyrazol-4-yl)pyrimidin-2-amine ClC=1C(=NC(=NC1)NC=1C=NN(C1)CC1=CC=C(C=C1)[N+](=O)[O-])C1=NN(C(=C1)C)S(=O)(=O)C1=CC=CC=C1